ethyl 2,4,5-trifluorobenzoyl acetate CCCC(=O)OC(=O)C1=CC(=C(C=C1F)F)F